C(CC(C)C)C=1C(=C(C(=C(C(=O)O)OC)OC)C=CC1)OC isopentyltrimethoxycinnamic acid